N-[(3R,4R)-4-fluoro-1-{(5S)-5-[5-methyl-3-(2,4,6-trifluorophenyl)pyridin-2-yl]-4,5-dihydro-1,2-oxazol-3-yl}pyrrolidin-3-yl]methanesulfonamide F[C@H]1[C@@H](CN(C1)C1=NO[C@@H](C1)C1=NC=C(C=C1C1=C(C=C(C=C1F)F)F)C)NS(=O)(=O)C